BrC1=CC=C(C=C1)S(=O)(=O)C1CN(C1)C(=O)OC(C)(C)C tert-butyl 3-((4-bromophenyl)sulfonyl)azetidine-1-carboxylate